C(C)(C)(C)OC(=O)N1CC=2C(=NC(=C(C2C1)C)C)N 4-amino-6,7-dimethyl-1,3-dihydro-pyrrolo[3,4-c]pyridine-2-carboxylic acid tert-butyl ester